The molecule is the hydrochloride hydrate salt of ziprasidone. It is a hydrochloride and a hydrate. It contains a ziprasidone. [H+].C1CN(CCN1CCC2=C(C=C3C(=C2)CC(=O)N3)Cl)C4=NSC5=CC=CC=C54.O.[Cl-]